spiro[bicyclo[4.2.0]octane-7,2'-[1,3]dioxolane]-2-ol O1C2(OCC1)C1CCCC(C1C2)O